1-([1,1'-biphenyl]-2-yl)-4-hydroxy-3-(2,2,2-trifluoroethan-1-on-1-yl)-[1]benzothieno[3,2-h]quinolin C1(=C(C=CC=C1)N1CC(=C(C2=CC=C3C(=C12)SC1=C3C=CC=C1)O)C(C(F)(F)F)=O)C1=CC=CC=C1